2,2-dichloro-3-phenyl-cyclobutanone ClC1(C(CC1C1=CC=CC=C1)=O)Cl